ClC=1C=C(C=CC1)C1(NC2=CC=CC=C2C1=O)CC1=NC2=CC=CC=C2C=C1 2-(3-chlorophenyl)-2-(2-quinolylmethyl)indolin-3-one